C1N[C@H](CC2=CC=CC=C12)CN1CCN(CC1)C(=O)OC(C)(C)C tert-Butyl 4-[(3R)-1,2,3,4-tetrahydroisoquinolin-3-ylmethyl]piperazine-1-carboxylate